3-((6-(Bromomethyl)pyridazin-4-yl)amino)piperidine-2,6-dione BrCC1=CC(=CN=N1)NC1C(NC(CC1)=O)=O